N1C(=NCC2=CC=CC=C12)SCC=1N2C(SC1)=NC(C2)CC2=CC=C(C=C2)C 3-(((1,4-dihydroquinazolin-2-yl)thio)methyl)-6-(4-methylbenzyl)-5,6-dihydroimidazo[2,1-b]thiazole